NC1=C(C=O)C=CC(=C1C)Br 2-amino-4-bromo-3-methylbenzaldehyde